N1(CCNCC1)C1=CC=C2C[C@H](COC2=C1)NC(=O)C=1C=NN2C1N=CC=C2 (R)-N-(7-(piperazin-1-yl)chroman-3-yl)pyrazolo[1,5-a]pyrimidine-3-carboxamide